3-(3-bromophenyl)butanehydrazide BrC=1C=C(C=CC1)C(CC(=O)NN)C